3,4-bis(di-n-propylphosphino)-2,5-dimethylthiophene C(CC)P(C1=C(SC(=C1P(CCC)CCC)C)C)CCC